7-(6-(((1R,3S,5S)-6,6-difluoro-8-azabicyclo[3.2.1]octan-3-yl)(methyl)amino)pyridazin-3-yl)quinolin-6-ol FC1([C@@H]2C[C@H](C[C@H](C1)N2)N(C2=CC=C(N=N2)C2=C(C=C1C=CC=NC1=C2)O)C)F